N-(4-chloro-6-(1-methyl-1H-pyrazol-4-yl)isoquinolin-3-yl)cyclopropanecarboxamide ClC1=C(N=CC2=CC=C(C=C12)C=1C=NN(C1)C)NC(=O)C1CC1